N-(1-(tert-butyl)-1H-pyrazol-4-yl)-2-(3-methyl-4-((6-((1-methylazetidin-3-yl)sulfonyl)quinolin-4-yl)oxy)phenyl)acetamide C(C)(C)(C)N1N=CC(=C1)NC(CC1=CC(=C(C=C1)OC1=CC=NC2=CC=C(C=C12)S(=O)(=O)C1CN(C1)C)C)=O